FC=1C=C2CO[C@H](C2=CC1)[C@@H]1NCCC1 (R)-2-((R)-5-fluoro-1,3-dihydroisobenzofuran-1-yl)pyrrolidine